2-hydroxy-2-sulfinatoacetic acid zinc salt [Zn+2].OC(C(=O)O)S(=O)[O-].OC(C(=O)O)S(=O)[O-]